FC(C(=O)O)(F)F.NCC1=CC(=NC=C1)S(=O)(=O)N1C[C@H](C[C@H](C1)C1=CC=CC=C1)C(=O)N1CCOCC1 ((3S,5S)-1-((4-(aminomethyl)pyridin-2-yl)sulfonyl)-5-phenylpiperidin-3-yl)(morpholino)methanone 2,2,2-trifluoroacetate